1-((2S,5S)-9-([1,2,4]triazolo[1,5-a]pyrimidin-6-ylethynyl)-2,3-dihydro-2,5-methanopyrido[3,4-f][1,4]oxazepin-4(5H)-yl)-3,3-difluoro-2,2-dimethylpropan-1-one N1=CN=C2N1C=C(C=N2)C#CC2=CN=CC=1[C@H]3N(C[C@@H](OC12)C3)C(C(C(F)F)(C)C)=O